N-(6-amino-5-methyl-3-pyridyl)-2-[(2S,5R)-2-[3-chloro-4-(trifluoromethyl)phenyl]-5-methyl-1-piperidyl]-2-oxo-acetamide NC1=C(C=C(C=N1)NC(C(=O)N1[C@@H](CC[C@H](C1)C)C1=CC(=C(C=C1)C(F)(F)F)Cl)=O)C